O1CC(=CC2=C1C=CC=C2)C2=NOC(=N2)C2=CC(=CC(=C2)[N+](=O)[O-])C(=O)OC 3-(2H-benzopyran-3-yl)-5-(3-methoxycarbonyl-5-nitrophenyl)-1,2,4-oxadiazole